C(N)(=O)C=1C=C2OC[C@@H](N3C(=NC(C1)=C32)NC(=O)C3=CC(=NN3CC)C)CCCNC([O-])=O (S)-(3-(7-carbamoyl-2-(1-ethyl-3-methyl-1H-pyrazole-5-carboxamido)-3,4-dihydro-5-oxa-1,2a-diazaacenaphthylen-3-yl)propyl)carbamate